(1,3,2-dioxaborolan-2-yl)cyclohexane O1B(OCC1)C1CCCCC1